racemic-3-{4-[2-(2-ethoxyethoxy)ethoxy]Phenyl}-2-[4,7,10-tris(carboxymethyl)-1,4,7,10-tetraazacyclododec-1-yl]Propionic acid C(C)OCCOCCOC1=CC=C(C=C1)C[C@H](C(=O)O)N1CCN(CCN(CCN(CC1)CC(=O)O)CC(=O)O)CC(=O)O |r|